CC(=O)N[C@@H]1[C@H](C[C@@](O[C@H]1[C@@H]([C@@H](CO)O[C@@]2(C[C@@H]([C@H]([C@@H](O2)[C@@H]([C@@H](CO)O)O)NC(=O)C)O)C(=O)O)O)(C(=O)O)O[C@H]3[C@H]([C@H](O[C@H]([C@@H]3O)O[C@@H]4[C@H]([C@@H](O[C@@H]([C@@H]4O)CO)O[C@H]5[C@H](O[C@H]([C@@H]([C@H]5O[C@@]6(C[C@@H]([C@H]([C@@H](O6)[C@@H]([C@@H](CO)O[C@@]7(C[C@@H]([C@H]([C@@H](O7)[C@@H]([C@@H](CO)O)O)NC(=O)C)O)C(=O)O)O)NC(=O)C)O)C(=O)O)O)O[C@@H]8[C@H](O[C@H]([C@@H]([C@H]8O)O)O)CO)CO)NC(=O)C)CO)O)O The molecule is an oligosaccharide derivative that is a branched octasaccharide derivative consisting of four sialyl residues, two galactose residues, one N-acetylglucosamine and a glucose residue at the reducing end.